C(C1=CC=CC=C1)OC(=O)NCCC1=C(C=C(C=C1)NC(OC(C)(C)C)=O)F tert-butyl (4-(2-(((benzyloxy)carbonyl)amino)ethyl)-3-fluorophenyl)carbamate